N1C=CC=2C1=NC=C(C2)OC=2C=C(C=CC2C(=O)O)C=2CCC(CC2)N2C(CCC2)C2=C(C=CC=C2)C2CC2 3-((1H-pyrrolo[2,3-b]pyridin-5-yl)oxy)-4'-(2-(2-cyclopropylphenyl)pyrrolidin-1-yl)-2',3',4',5'-tetrahydro[1,1'-biphenyl]-4-carboxylic acid